4-(6-hydroxyhexyl)benzoic acid OCCCCCCC1=CC=C(C(=O)O)C=C1